3-(triflyl)-4H-1,3-oxazol-5-one S(=O)(=O)(C(F)(F)F)N1COC(C1)=O